4-((2-nitrophenyl)amino)cyclohexanecarboxylic acid [N+](=O)([O-])C1=C(C=CC=C1)NC1CCC(CC1)C(=O)O